tert-butyl 4-(2-oxo-2,3-dihydrobenzo[d]oxazol-6-yl)piperazine-1-carboxylate O=C1OC2=C(N1)C=CC(=C2)N2CCN(CC2)C(=O)OC(C)(C)C